tert-butyl 2-((3-(4-(5,5,5-trifluoropentyl)phenyl)-1,2,4-oxadiazol-5-yl)methyl)acrylate FC(CCCCC1=CC=C(C=C1)C1=NOC(=N1)CC(C(=O)OC(C)(C)C)=C)(F)F